BrC=1C(=NC(=CC1N)C=1SC=CN1)C1=NC(=CN=C1)Cl 3-bromo-2-(6-chloropyrazin-2-yl)-6-(thiazol-2-yl)pyridin-4-amine